Butyl (4-morpholino-1,2,5-oxadiazole-3-carbonyl)(phenyl)carbamate O1CCN(CC1)C=1C(=NON1)C(=O)N(C(OCCCC)=O)C1=CC=CC=C1